5-methyl-2-phenoxy-3-benzhydryl-(hexamethylindenyl)dimethylsilyl-phenyl-titanium dichloride [Cl-].[Cl-].CC=1C=C(C(=C(C1)[Ti+2][Si](C)(C)C1C(=C(C2=C(C(=C(C(=C12)C)C)C)C)C)C)OC1=CC=CC=C1)C(C1=CC=CC=C1)C1=CC=CC=C1